6-(5-(difluoromethoxy)pyridin-2-yl)-N-(1-(4-fluorophenyl)ethyl)-2-oxo-1,2-dihydro-1,8-naphthyridine-3-carboxamide FC(OC=1C=CC(=NC1)C=1C=C2C=C(C(NC2=NC1)=O)C(=O)NC(C)C1=CC=C(C=C1)F)F